ClC1=CC=C(C=N1)N1N=C2C(=C1)CN(C2=O)C=2C=NC(=CC2)C 2-(6-chloropyridin-3-yl)-5-(6-methylpyridin-3-yl)-2H,4H,5H,6H-pyrrolo[3,4-c]pyrazol-6-one